2-[1-(2-cyanophenyl)-1-(1H-imidazol-4-yl)propan-2-yl]-5-methoxy-1-methyl-6-oxopyrimidine-4-carboxylic acid ethyl ester C(C)OC(=O)C=1N=C(N(C(C1OC)=O)C)C(C(C=1N=CNC1)C1=C(C=CC=C1)C#N)C